N1(CCC1)C=1C=CC=2N(C1)C(=CN2)C=2C=NC(=NC2)Cl 5-[6-(azetidin-1-yl)imidazo[1,2-a]pyridin-3-yl]-2-chloropyrimidine